8-Chloro-9-(2-pyrimidinyl)-1,2,3,9-tetrahydrocarbazol-4-one ClC=1C=CC=C2C=3C(CCCC3N(C12)C1=NC=CC=N1)=O